ClC1=CC=C(C=C1)NC=1C2=C(N=C(N1)N1CCOCC1)CN(CC2)C(=O)C2=NC=C(C=C2)OC (4-((4-Chlorophenyl)amino)-2-morpholino-5,8-dihydropyrido[3,4-d]pyrimidin-7(6H)-yl)(5-methoxypyridin-2-yl)methanone